(1-(3,4-difluorophenethyl)-1H-indol-5-yl)methanol FC=1C=C(CCN2C=CC3=CC(=CC=C23)CO)C=CC1F